FC1=C(CC=2NC(=NN2)C(=O)N[C@@H]2C(N(C=3N(CC2)N=CC3)C)=O)C=CC=C1F (S)-5-(2,3-difluorobenzyl)-N-(4-methyl-5-oxo-5,6,7,8-tetrahydro-4H-pyrazolo[1,5-a][1,3]diazepin-6-yl)-4H-1,2,4-triazole-3-carboxamide